BrCC(=O)C1=C(N=C(S1)N1CCN(CC1)C)C 2-bromo-1-[4-methyl-2-(4-methylpiperazin-1-yl)-1,3-thiazol-5-yl]ethanone